(4-(2-(piperidine-1-yl)ethoxy)phenyl)methane 3-((5-cyclohexylpentanoyl)oxy)-2-(hydroxymethyl)propyl-(9Z,12Z)-octadeca-9,12-dienoate C1(CCCCC1)CCCCC(=O)OCC(COC(CCCCCCC\C=C/C\C=C/CCCCC)=O)CO.N1(CCCCC1)CCOC1=CC=C(C=C1)C